C(C)OC12C(CC3=CC=CC=C13)(CC=1C=CC=CC12)O 4b-ethoxy-4b,10-dihydroindeno[1,2-a]inden-9a(9H)-ol